(8aS)-7,7-difluoro-2,3,4,6,8,8a-hexahydro-1H-pyrrolo[1,2-a]pyrazine hydrochloride Cl.FC1(C[C@@H]2N(CCNC2)C1)F